FC=1C=C2C=CC(N(C2=CC1F)CC(=O)O)=O 2-(6,7-difluoro-2-oxoquinolin-1(2H)-yl)acetic acid